Hexane-diamine C(CCCCC)(N)N